ClC1=CC=C(C(=O)C2=CC=C(OC(C(=O)OC(C)C)(C)C)C=C2)C=C1 2-[4-(4-chlorobenzoyl)phenoxy]2-methyl-propanoic acid, 1-methylethyl ester